O1COC2=C1C=CC(=C2)C(C(C(=O)OC)C)C2=CC1=CC(=CC=C1C=C2)O[Si](C)(C)C(C)(C)C Methyl 3-(benzo[d][1,3]dioxol-5-yl)-3-(7-((tert-butyldimethylsilyl)oxy)naphthalen-2-yl)-2-methylpropanoate